C(OCCCN1CCC(CC1)C=1C=C2C3(C=4N(C=5C=CC=C(C5C(N4)=O)Cl)C2=CC1)CCCCC3)(OC3=CC=C(C=C3)[N+](=O)[O-])=O 3-(4-(4'-chloro-5'-oxo-5'H-spiro[cyclohexane-1,7'-indolo[1,2-a]quinazolin]-9'-yl)piperidin-1-yl)propyl (4-nitrophenyl) carbonate